C1(CC1)C(O)(C1=CC=C(C=C1)C=1N(C=C(N1)C(F)(F)F)C)C1=NC(=NC=C1OC)C=1C(=NC=NC1OC)C1CC1 Cyclopropyl(4'-cyclopropyl-5,6'-dimethoxy-[2,5'-bipyrimidin]-4-yl)(4-(1-methyl-4-(trifluoromethyl)-1H-imidazol-2-yl)phenyl)methanol